tert-butyl (2S,4R)-4-((3-(3-(2,4-dimethoxybenzyl)-2,4-dioxotetrahydropyrimidin-1(2H)-yl)pyrazolo[1,5-a]pyridin-5-yl)methyl)-2-methylpiperidine-1-carboxylate COC1=C(CN2C(N(CCC2=O)C=2C=NN3C2C=C(C=C3)C[C@H]3C[C@@H](N(CC3)C(=O)OC(C)(C)C)C)=O)C=CC(=C1)OC